N-(2-amino-3-fluoro-2-methylpropyl)-8-[(2,6-difluorobenzyl)oxy]-6-(difluoromethyl)-2-methylimidazo[1,2-a]pyridine-3-carboxamide NC(CNC(=O)C1=C(N=C2N1C=C(C=C2OCC2=C(C=CC=C2F)F)C(F)F)C)(CF)C